N-(N,N-dimethyl-2-aminocyclohepta[b]benzofur-9-yl)pyridazine-3-carboxamide CN(C1=CC=C2C(=C3C(O2)=CC=CC(=C3)NC(=O)C=3N=NC=CC3)C1)C